1-galloyl-glucose C(C1=CC(O)=C(O)C(O)=C1)(=O)C(=O)[C@H](O)[C@@H](O)[C@H](O)[C@H](O)CO